N-(4-(4-amino-7-isopropyl-7H-pyrrolo[2,3-d]pyrimidin-5-yl)benzyl)-2-fluorobenzamide NC=1C2=C(N=CN1)N(C=C2C2=CC=C(CNC(C1=C(C=CC=C1)F)=O)C=C2)C(C)C